C(C)N1CC(C=2C3=C(C=CC12)C=CC=C3)(C)C 3-ethyl-1,1-dimethyl-1H-benzo[e]indol